C(C=C)(=O)OC1OCCCC1 2-tetrahydropyranyl acrylate